FC(C1=NN(C(=C1C(=O)N)F)C)F 3-(difluoromethyl)-5-fluoro-1-methyl-pyrazole-4-carboxamide